N-(2-(3,3-difluorocyclopentyl)ethyl)-4-(5-methyl-2,5-diazabicyclo[2.2.1]heptan-2-yl)-1H-benzo[d]imidazole-1-carboxamide FC1(CC(CC1)CCNC(=O)N1C=NC2=C1C=CC=C2N2C1CN(C(C2)C1)C)F